C(C)(C)(C)C1=CC=C(C=C1)C(CC(=O)C1=CC=C(C=C1)OC)=O 1-(4-tert-butylphenyl)-3-(4'-methoxyphenyl)propane-1,3-dione